Rhodium 1,5-cyclooctadiene chloride [Cl-].C1=CCCC=CCC1.[Rh+3].[Cl-].[Cl-]